C1(CC1)C=1N=CC=2C3=C(C=C(C2C1)S(=O)(=O)NCC(C)C)CCCC3NS(=O)(=O)C 3-cyclopropyl-10-(methylsulfonylamino)-N-(2-methylpropyl)-7,8,9,10-tetrahydrobenzo[h]isoquinoline-5-sulfonamide